1,3-Bis-(tert.-butylperoxy-isopropyl)-benzol C(C)(C)(C)OOC(C)(C)C1=CC(=CC=C1)C(C)(C)OOC(C)(C)C